1-(pyridazin-3-ylmethyl)-6-[3-(trifluoromethyl)phenyl]-3H-imidazo[4,5-b]Pyridine N1=NC(=CC=C1)CN1CNC2=NC=C(C=C21)C2=CC(=CC=C2)C(F)(F)F